Ethyl 7-(4-phenylpiperidin-1-yl)imidazo[1,2-a]pyrimidine-2-carboxylate C1(=CC=CC=C1)C1CCN(CC1)C1=NC=2N(C=C1)C=C(N2)C(=O)OCC